6-acetamido-4-morpholinonicotinic acid C(C)(=O)NC1=NC=C(C(=O)O)C(=C1)N1CCOCC1